N-[4-[(6,7-dimethoxy-1,5-naphthyridin-4-yl)oxy]-3-fluoro-phenyl]-1-(6-methoxy-4-methyl-3-pyridyl)-2-oxo-6-(trifluoromethyl)pyridine-3-carboxamide COC=1N=C2C(=CC=NC2=CC1OC)OC1=C(C=C(C=C1)NC(=O)C=1C(N(C(=CC1)C(F)(F)F)C=1C=NC(=CC1C)OC)=O)F